FC1=C(C(=C(C(=C1C(=O)[O-])F)F)F)F.[K+] potassium pentafluorobenzoate salt